C=1(C=CCC1)N1C(C2=CC=CC=C2C1=O)=O 2-(cyclopenten-2-enyl)isoindoline-1,3-dione